(7-chloro-1-cyclopropyl-6-fluoro-4-oxo-1,4-dihydroquinoline-3-carboxamido)piperidine-1-carboxylic acid tert-butyl ester C(C)(C)(C)OC(=O)N1C(CCCC1)NC(=O)C1=CN(C2=CC(=C(C=C2C1=O)F)Cl)C1CC1